(R)-N-(3-(5-fluoro-2-((3-methyl-1H-indazol-6-yl)amino)pyrimidin-4-yl)-1H-indol-7-yl)-3-methoxy-2-(4-methylpiperazin-1-yl)propanamide FC=1C(=NC(=NC1)NC1=CC=C2C(=NNC2=C1)C)C1=CNC2=C(C=CC=C12)NC([C@@H](COC)N1CCN(CC1)C)=O